2,6-difluorophenyl-bis(cyclopentadienyl)titanium FC1=C(C(=CC=C1)F)[Ti](C1C=CC=C1)C1C=CC=C1